NC=1C(=CC(=C(C1)C1COCCCN1C1=NC(=NC(=C1)C)N)Cl)F 4-[3-(5-amino-2-chloro-4-fluoro-phenyl)-1,4-oxazepan-4-yl]-6-methyl-pyrimidin-2-amine